NC1=C(OC2=CC3=C(N=C(N=C3)NC3=CC=C(C=C3)N3CCN(CC3)C)N(C2=O)C)C=CC=C1O 6-(2-amino-3-hydroxy-phenoxy)-8-methyl-2-[4-(4-methylpiperazin-1-yl)anilino]pyrido[2,3-d]pyrimidin-7-one